(4Z)-4-(1,3-Benzothiazol-6-ylmethylene)-2-[[(3R)-tetrahydrofuran-3-yl]amino]-1H-imidazol-5-one S1C=NC2=C1C=C(C=C2)\C=C\2/N=C(NC2=O)N[C@H]2COCC2